(2R,3R,4R)-2-(6-chloro-2-(hex-1-yn-1-yl)-8-(pyrimidin-2-yl)-9H-purin-9-yl)tetrahydrofuran-3,4-diyl diacetate C(C)(=O)O[C@H]1[C@@H](OC[C@H]1OC(C)=O)N1C2=NC(=NC(=C2N=C1C1=NC=CC=N1)Cl)C#CCCCC